C(CCC)N1C(C2C34C5CC(=CCC5C(C2C1)C4)C3)=O 4-(n-butyl)-4-azapentacyclo[9.2.1.11,7.02,6.08,13]-10-pentadecen-3-one